N6-(methyl)adenine CNC1=C2NC=NC2=NC=N1